C(#N)C1=C(C(NC2=CC=CC(=C12)C)=O)CC(=O)N[C@@H](C)C1=NC=C(C=C1)C#N 2-(4-cyano-5-methyl-2-oxo-1H-quinolin-3-yl)-N-[(1S)-1-(5-cyanopyridin-2-yl)ethyl]acetamide